ClC1=CC=C(OCC(=O)[O-])C=C1.[Na+] Sodium 4-chlorophenoxyacetate